2-(4-(((6-(cyclopropyl(2-fluoro-4-(1-methyl-1H-pyrazol-4-yl)benzyl)amino)-5-fluoropyrimidin-4-yl)amino)methyl)-3-hydroxypiperidin-1-yl)acetamide C1(CC1)N(C1=C(C(=NC=N1)NCC1C(CN(CC1)CC(=O)N)O)F)CC1=C(C=C(C=C1)C=1C=NN(C1)C)F